C(C)(C)(C)N=P(N(C)C)(N(C)C)N(C)C tert-butyl-imino-tris-(dimethylamino)phosphorane